ClC(OC1=CC=C(C=C1)NC(C1=CN=C(C(=C1)NC1=NSC=C1)N1C[C@@H](CC1)O)=O)(F)F (R)-N-(4-(chlorodifluoromethoxy)phenyl)-6-(3-hydroxypyrrolidin-1-yl)-5-(isoThiazole-3-ylamino)nicotinamide